ClC=1C=C(C=CC1)S(=O)(=O)N[C@H]1[C@@H](CCC1)O 3-chloro-N-((1R,2R)-2-hydroxycyclopentyl)benzenesulfonamide